phenyl-naphthyl-anthracene C1(=CC=CC=C1)C1=C(C2=CC3=CC=CC=C3C=C2C=C1)C1=CC=CC2=CC=CC=C12